BrC1=CC=C2CCC3(CC=4N=C(N=C(C4CO3)N3CC=4N(CCC3)N=NC4)S(=O)(=O)C)C2=C1 6-bromo-4'-(7,8-dihydro-4H-[1,2,3]triazolo[1,5-a][1,4]diazepin-5(6H)-yl)-2'-(methylsulfonyl)-2,3,5',8'-tetrahydrospiro[indene-1,7'-pyrano[4,3-d]pyrimidine]